5-Amino-3-[6-[2-[[3-(2,4-dichloro-3-fluorophenyl)isoxazol-5-yl]amino]-2-oxo-ethyl]-3-pyridyl]-1-isopropyl-pyrazole-4-carboxamide NC1=C(C(=NN1C(C)C)C=1C=NC(=CC1)CC(=O)NC1=CC(=NO1)C1=C(C(=C(C=C1)Cl)F)Cl)C(=O)N